[4-(difluoromethoxy)-3-(2-oxoethyl)phenyl]acetic acid FC(OC1=C(C=C(C=C1)CC(=O)O)CC=O)F